2-phenylcyclopropanamine C1(=CC=CC=C1)C1C(C1)N